C(C)OC1=NC=CC=C1C1=CC(=C2C(=N1)C(=NN2C(C)C)CF)NCC=2C=NN(C2)C 5-(2-ethoxypyridin-3-yl)-3-(fluoromethyl)-1-isopropyl-N-((1-methyl-1H-pyrazol-4-yl)methyl)-1H-pyrazolo[4,3-b]pyridin-7-amine